Cl.C(C)OC=1C(=NC=CC1)O[C@H]1CNCCC1 (R)-3-ethoxy-2-(piperidin-3-yloxy)pyridine hydrochloride